5-aminoallyl-uracil NC=CCC=1C(NC(NC1)=O)=O